C(C)OC(=O)C1=CSC=2S(C=CC21)C(=O)OCC thieno[2,3-b]thiophene-3,6-dicarboxylic acid diethyl ester